O1-benzyl O4-tert-butyl 2-methylpiperazine-1,4-dicarboxylate CC1N(CCN(C1)C(=O)OC(C)(C)C)C(=O)OCC1=CC=CC=C1